3,5-Ditrifluoromethylphenylacetylene FC(C=1C=C(C=C(C1)C(F)(F)F)C#C)(F)F